C(C=C)C1=CC(=C(C(=C1)C=1C=CC2=C(C=C(O2)C)C1)O)N 4-allyl-2-amino-6-(2-methylbenzofuran-5-yl)phenol